S(=O)(=O)(O)O.C(CCCCC)N1CN(C=C1)C 1-hexyl-3-methylimidazole sulfate salt